(5R,6S)-5-Hydroxy-6-((S)-5H-imidazo[5,1-a]isoindol-5-yl)-N-methyl-5,6,7,8-tetrahydronaphthalen-2-carboxamid O[C@H]1C=2C=CC(=CC2CC[C@H]1[C@@H]1N2C(C3=CC=CC=C13)=CN=C2)C(=O)NC